FC1(CN(CCC1OC)C1=NC=CC(=N1)N)C 2-(3-fluoro-4-methoxy-3-methylpiperidin-1-yl)pyrimidin-4-amine